4-(5-chloro-2-nitrophenyl)butyric acid ClC=1C=CC(=C(C1)CCCC(=O)O)[N+](=O)[O-]